5-(1-(6-(((tert-butyldimethylsilyl)oxy)methyl)pyridin-3-yl)piperidin-4-yl)pyridin-2-amine [Si](C)(C)(C(C)(C)C)OCC1=CC=C(C=N1)N1CCC(CC1)C=1C=CC(=NC1)N